F[C@]1(C(O[C@@H]([C@H]1O)CO)=O)C (3R,4R,5R)-3-fluoro-4-hydroxy-5-(hydroxymethyl)-3-methyltetrahydrofuran-2-one